[3-(5-tert-butylsulfonyl-5-azaspiro[3.4]octan-7-yl)-6-chloro-1,1a,2,7b-tetrahydrocyclopropa[c]quinolin-4-yl]boronic acid C(C)(C)(C)S(=O)(=O)N1C2(CCC2)CC(C1)N1CC2C(C=3C=C(C=C(C13)B(O)O)Cl)C2